((R)-1-((R)-3-methoxy-2-((R)-5-oxopyrrolidine-2-carboxamido)propanamido)-4-phenylbutyl)boronic acid COC[C@H](C(=O)N[C@@H](CCCC1=CC=CC=C1)B(O)O)NC(=O)[C@@H]1NC(CC1)=O